CC(C(=O)C1=CC=CC=C1)C 2-methyl-propiophenone